(1R,2S)-1-amino-2-methylindane hydrochloride Cl.N[C@@H]1[C@H](CC2=CC=CC=C12)C